(R)-4-(6-((4-methoxybenzyl)oxy)-2-(methylsulfonyl)pyrimidin-4-yl)-2-methylmorpholine COC1=CC=C(COC2=CC(=NC(=N2)S(=O)(=O)C)N2C[C@H](OCC2)C)C=C1